NC1=CC=C(C=2C(C3=CC=CC=C3C(C12)=O)=O)N 1,4-diaminoanthracene-9,10-dione